N1C(=CC=2C=NC=CC21)CNC(CN2C(=NC=C(C2=O)NCCC2=CC=C(C=C2)C#N)C2=CC=CC=C2)=O N-((1H-pyrrolo[3,2-c]pyridin-2-yl)methyl)-2-(5-((4-cyanophenethyl)amino)-6-oxo-2-phenylpyrimidin-1(6H)-yl)acetamide